C1(C(C=CC1)=O)=O cyclopent-3-ene-1,2-dione